CN(P(=S)(Cl)Cl)C dimethylphosphoramidothioic dichloride